FC(OC1=CC(=C(C(=C1)C(C)C)CC(=O)N[S@](=O)(=N)C=1SC(=CC1F)C(C)(C)O)C(C)C)F |o1:16| (R)- or (S)-(4-(difluoromethoxy)-2,6-diisopropylphenyl)-N-(3-fluoro-5-(2-hydroxypropan-2-yl)thiophen-2-ylsulfonimidoyl)acetamide